cis-Hexenylacetat C(=C/CCCC)/CC(=O)[O-]